tert-butyl (3-(3-(4-aminophenyl)isoxazol-5-yl)-5-(4-(cyclopropylsulfonyl)phenyl)pyrazin-2-yl)(tert-butoxycarbonyl)carbamate NC1=CC=C(C=C1)C1=NOC(=C1)C=1C(=NC=C(N1)C1=CC=C(C=C1)S(=O)(=O)C1CC1)N(C(OC(C)(C)C)=O)C(=O)OC(C)(C)C